C1(CC1)N1CCN(CC1)C=1C(=CC2=C(C(C=3NC4=CC(=CC=C4C3C2=O)C#C[Si](C)(C)C)(C)C)C1)CC 8-(4-cyclopropylpiperazin-1-yl)-9-ethyl-6,6-diMethyl-3-((trimethylsilyl)ethynyl)-5,6-dihydro-11H-benzo[b]carbazol-11-one